3-(2-(benzyloxy)phenyl)-2,2-dichlorocyclobutan-1-one C(C1=CC=CC=C1)OC1=C(C=CC=C1)C1C(C(C1)=O)(Cl)Cl